C(CCC)C(C(N)CCCC)N dibutyl-ethane-1,2-diamine